C(C1=CC=CC=C1)N1C(=CC(=C1)C1=C(C=CC(=C1)F)F)[C@@H](C(C)(C)C)N(CCCNC([C@@H](N)C)=O)C(CO)=O N-{3-[{(1R)-1-[1-benzyl-4-(2,5-difluorophenyl)-1H-pyrrol-2-yl]-2,2-dimethylpropyl}(glycoloyl)amino]propyl}-L-alaninamide